8-((3,5-dichlorophenyl)sulfonyl)-3-hydroxyquinazoline-2,4(1H,3H)-dione ClC=1C=C(C=C(C1)Cl)S(=O)(=O)C=1C=CC=C2C(N(C(NC12)=O)O)=O